N-(2-methoxy-4-(1-(2-methoxyethyl)-2-methyl-1H-imidazol-5-yl)phenyl)formamide COC1=C(C=CC(=C1)C1=CN=C(N1CCOC)C)NC=O